4-(6-(2,7-diazaspiro[3.5]nonan-7-yl)pyridin-3-yl)-6-(1-methyl-1H-pyrazol-4-yl)pyrazolo[1,5-a]pyridine-3-carbonitrile 2,2,2-trifluoroacetate FC(C(=O)O)(F)F.C1NCC12CCN(CC2)C2=CC=C(C=N2)C=2C=1N(C=C(C2)C=2C=NN(C2)C)N=CC1C#N